NC1=CC=C(C(=C1C1=CC(N2[C@@H](CCC2C1)C(=O)OCC(=O)C=1C(=NN(C1)CC1=CC=C(C=C1)OC)OC)=O)F)Cl 2-(3-methoxy-1-(4-methoxybenzyl)-1H-pyrazol-4-yl)-2-oxoethyl (3S)-7-(6-amino-3-chloro-2-fluorophenyl)-5-oxo-1,2,3,5,8,8a-hexahydroindolizine-3-carboxylate